FC(F)C1OC2=C(C(C1)=O)C=CC=C2 difluoromethyl-2,3-dihydrobenzopyran-4-one